NC1CCC(CC1)NC1=NC2=C(C=C(C=C2C=N1)C1=C(C=CC=C1C)C1=CC(=C(C=C1)S(=O)(=O)N)Cl)OC 4-(2-(((1r,4r)-4-aminocyclohexyl)amino-8-methoxyquinazolin-6-yl)-3-methylphenyl)-2-chlorobenzenesulfonamide